N,N-dimethyl-2-iodoethylamine CN(C)CCI